1-N'-(4-fluorophenyl)-1-N-[4-[7-(1-piperidin-4-ylpyrazol-4-yl)quinolin-4-yl]oxyphenyl]cyclopropane-1,1-dicarboxamide FC1=CC=C(C=C1)NC(=O)C1(CC1)C(=O)NC1=CC=C(C=C1)OC1=CC=NC2=CC(=CC=C12)C=1C=NN(C1)C1CCNCC1